F[C@H](CN1N=NC(=C1)C=1C(=CC(=NC1)C1=CC=C2N1N=CC(=C2)C#N)NC2COC2)C(C)(C)O (R)-7-(5-(1-(2-fluoro-3-hydroxy-3-methylbutyl)-1H-1,2,3-triazol-4-yl)-4-(oxetan-3-ylamino)pyridin-2-yl)pyrrolo[1,2-b]pyridazine-3-carbonitrile